diethyl ((((2R,3S,5R)-5-(2-amino-6-mercapto-9H-purin-9-yl)-3-((tert-butyldimethylsilyl)oxy)tetrahydrofuran-2-yl)methoxy)methyl)phosphonate NC1=NC(=C2N=CN(C2=N1)[C@H]1C[C@@H]([C@H](O1)COCP(OCC)(OCC)=O)O[Si](C)(C)C(C)(C)C)S